2-[4-[3-(3-Methylphenyl)prop-2-enoyl]phenoxy]acetic acid CC=1C=C(C=CC1)C=CC(=O)C1=CC=C(OCC(=O)O)C=C1